C(C)(C)C1=C(C=CC=C1)C1N(CCN(C1)CCC1=CC=C(C=C1)OC)C1CC2(C1)CCN(CC2)C(=O)OC(C)(C)C tert-butyl 2-(2-(2-isopropylphenyl)-4-(4-methoxyphenylethyl) piperazin-1-yl)-7-azaspiro[3.5]nonane-7-carboxylate